C1(CCC1)C1=CC(=NN1)NC(CC1=CC=C(C=C1)OCC=1C=C2C(N(C(C2=CC1)=O)N1C(NC(CC1)=O)=O)=O)=O N-(5-cyclobutyl-1H-pyrazol-3-yl)-2-(4-((2-(2,4-dioxotetrahydropyrimidin-1(2H)-yl)-1,3-dioxoisoindolin-5-yl)methoxy)phenyl)acetamide